C1(CCC1)C1=NC=CC(=C1)C(=NO)N 2-cyclobutyl-N'-hydroxy-pyridine-4-carboxamidine